C(C)(C)(C)OC(N(C)[C@H](C(=O)NN)CC(C)C)=O (S)-tert-butyl(1-hydrazinyl-4-methyl-1-oxo-pentan-2-yl)(methyl)carbamate